1,2,3-trimethyl-3H-indol-3-pentanoic acid-iodide CN1C(C(C2=CC=CC=C12)(CCCCC(=O)I)C)C